NC12CC(C1)(C2)C=2N=NNC2 4-(3-aminobicyclo[1.1.1]pentan-1-yl)-1H-1,2,3-triazol